2-hexyldecyl 7-{[2-oxo-2-(tetradecyloxy)ethyl][(piperidin-4-yl)acetyl]amino}heptanoate O=C(CN(CCCCCCC(=O)OCC(CCCCCCCC)CCCCCC)C(CC1CCNCC1)=O)OCCCCCCCCCCCCCC